2-(m-tolyl)-1H-indole C1(=CC(=CC=C1)C=1NC2=CC=CC=C2C1)C